N1(CCNCC1)CCC#N 3-(piperazin-1-yl)propanenitrile